C(C)(=O)NS(=O)(=O)C1=CC=C(C)C=C1 (R)-N-acetyl-p-toluenesulfonamide